2-[4-[2-[bis(carboxymethyl)amino]-5-(4-thiocyanatophenyl)pentyl]-7,10-bis(carboxymethyl)-1,4,7,10-tetrazacyclododec-1-yl]acetic acid C(=O)(O)CN(C(CN1CCN(CCN(CCN(CC1)CC(=O)O)CC(=O)O)CC(=O)O)CCCC1=CC=C(C=C1)SC#N)CC(=O)O